tert-butyl 4-[4-({6-bromoimidazo[1,2-a]pyrazin-8-yl}amino)phenyl]piperidine-1-carboxylate BrC=1N=C(C=2N(C1)C=CN2)NC2=CC=C(C=C2)C2CCN(CC2)C(=O)OC(C)(C)C